Cl.Cl.CC1=NC(=NC=C1)C(C)N 1-(4-methylpyrimidin-2-yl)ethanamine dihydrochloride